C[C@H]1N(C[C@H](C1)COC1=NC=C(N=C1)S(=O)(=O)C)CCC=1C=C(C#N)C=CC1 3-(2-((2R,4S)-2-methyl-4-(((5-(methylsulfonyl)pyrazin-2-yl)oxy)methyl)pyrrolidin-1-yl)ethyl)benzonitrile